C(C)(C)N(P(OCCC#N)OCC1CCOCC1)C(C)C 2-cyanoethyl ((tetrahydro-2H-pyran-4-yl) methyl) diisopropylphosphoramidite